1,1,1-trifluoropropan-2-yl (3R,4S)-3-{5-[4-amino-5-(trifluoromethyl)pyrrolo[2,1-f][1,2,4]triazin-7-yl]-2-methoxypyridine-3-amido}-4-fluoropyrrolidine-1-carboxylate NC1=NC=NN2C1=C(C=C2C=2C=C(C(=NC2)OC)C(=O)N[C@@H]2CN(C[C@@H]2F)C(=O)OC(C(F)(F)F)C)C(F)(F)F